(2-methyl-1,4-phenylene)dimethanamine CC1=C(C=CC(=C1)CN)CN